(2-methyl-2-pentenoyl)-N-(4-(1-isopropyl-1H-pyrazol-4-yl)5-methylpyrimidin-2-yl)-1,2,3,4-tetrahydroisoquinolin-6-amine CC(C(=O)C1NCCC2=CC(=CC=C12)NC1=NC=C(C(=N1)C=1C=NN(C1)C(C)C)C)=CCC